1-{2-fluoro-4-[4-(hydroxymethyl)piperidin-1-yl]Phenyl}-1,3-diazinon FC1=C(C=CC(=C1)N1CCC(CC1)CO)N1C(N=CC=C1)=O